CN(C)C1=C(C=CC=C1)N=NC1=NC=CC=C1 [dimethylaminophenylazo]pyridine